3-fluoro-5-((2'-(isoindolin-2-yl)-[2,4'-bipyrimidinyl]-4-yl)ethynyl)-1H-indazole FC1=NNC2=CC=C(C=C12)C#CC1=NC(=NC=C1)C1=NC(=NC=C1)N1CC2=CC=CC=C2C1